O=CCCC(C(=O)O)N1CCN(CCN(CCN(CC1)CC(=O)O)CC(=O)O)CC(=O)O 5-oxo-2-(4,7,10-tris(carboxymethyl)-1,4,7,10-tetraazacyclododecane-1-yl)pentanoic acid